BrC=1C=C(C=CC1)NC(=O)C1=NC2=C(N1)C=CC(=C2)F N-(3-bromophenyl)-5-fluoro-1H-benzimidazole-2-carboxamide